ClC=1C=CC(=C(C(=O)O)C1)N[C@H](C)C1=CC(=CN2C1=NC(=C(C2=O)C)N2CCC(CC2)(F)F)C (R)-5-chloro-2-((1-(2-(4,4-difluoropiperidin-1-yl)-3,7-dimethyl-4-oxo-4H-pyrido[1,2-a]pyrimidin-9-yl)ethyl)amino)benzoic acid